C=1(C(O)=CC=C(\C=C\C)C1)OC (E)-isoeugenol